4-(4-ethylphenyl)-4-methylpentan-2-one C(C)C1=CC=C(C=C1)C(CC(C)=O)(C)C